OC=1C=C2C(=CNC2=CC1)CCC1(C(N(CCC1)C)=O)C(=O)N (2-(5-hydroxy-1H-indol-3-yl)ethyl)-1-methyl-2-oxopiperidine-3-carboxamide